N-(6-Iodopyridazin-3-yl)-2-(4-fluoropyridin-2-yl)acetamide 2-azaspiro[3.3]heptane-6-carboxylate C1NCC12CC(C2)C(=O)O.IC2=CC=C(N=N2)NC(CC2=NC=CC(=C2)F)=O